O=N1=CC=CC=C1 1-oxo-1λ5-pyridin